C(C)(C)(C)C1=NN=C(O1)C(=O)N[C@H]1C2=C(CN(CC1)[C@@H]1COCC1)C=C(C=C2)C2=NC(=NC=C2)NC=2C=NN(C2)C 5-(tert-butyl)-N-((R)-8-(2-((1-methyl-1H-pyrazol-4-yl)amino)pyrimidin-4-yl)-2-((S)-tetrahydrofuran-3-yl)-2,3,4,5-tetrahydro-1H-benzo[c]azepin-5-yl)-1,3,4-oxadiazole-2-carboxamide